4-chloro-2-(4-((4-fluorophenyl)(methyl)amino)phenyl)-5-(((R)-1-((S)-tetrahydro-2H-pyran-3-yl)ethyl)amino)pyridazin-3(2H)-one ClC=1C(N(N=CC1N[C@H](C)[C@H]1COCCC1)C1=CC=C(C=C1)N(C)C1=CC=C(C=C1)F)=O